FC(C1=NN(C(=N1)C(C)N1C(C2=CC=CC=C2C1=O)=O)C1=CC=C(C=N1)C(=O)O)F 6-[3-(difluoromethyl)-5-[1-(1,3-dioxoisoindolin-2-yl)ethyl]-1,2,4-triazol-1-yl]pyridine-3-carboxylic acid